Perfluorodecanedioic acid FC(C(=O)O)(C(C(C(C(C(C(C(C(=O)O)(F)F)(F)F)(F)F)(F)F)(F)F)(F)F)(F)F)F